1-(4-(trifluoromethyl)benzyl)-3-(1H-tetrazol-5-yl)quinolin-4(1H)-one FC(C1=CC=C(CN2C=C(C(C3=CC=CC=C23)=O)C2=NN=NN2)C=C1)(F)F